2-bromo-benzaldehyde BrC1=C(C=O)C=CC=C1